(4-FORMYL-OXAZOL-2-YL)-CARBAMIC ACID TERT-BUTYL ESTER C(C)(C)(C)OC(NC=1OC=C(N1)C=O)=O